(3-(6-amino-2,3-difluorophenyl)propyl)-carbamic acid NC1=CC=C(C(=C1CCCNC(O)=O)F)F